3-(2,5-dimethyl-1H-imidazol-1-yl)aniline CC=1N(C(=CN1)C)C=1C=C(N)C=CC1